C1(=CC=C(C=C1)NC1=CC=C2C=CC=3C(=CC=C4C=CC1=C2C34)NC3=CC=C(C=C3)C3=CC=CC=C3)C3=CC=CC=C3 N1,N6-bis([1,1'-biphenyl]-4-yl)pyrene-1,6-diamine